N-allyl-3-aminobenzenesulfonamide C(C=C)NS(=O)(=O)C1=CC(=CC=C1)N